1-((7-((S)-4-((R)-3-aminopyrrolidin-1-yl)-7-chlorochroman-5-yl)thieno[3,2-b]pyridin-2-yl)methyl)pyrrolidine-2,5-dione, hydrochloride salt Cl.N[C@H]1CN(CC1)[C@H]1CCOC2=CC(=CC(=C12)C1=C2C(=NC=C1)C=C(S2)CN2C(CCC2=O)=O)Cl